C(C1=CC=C(C(=O)OCCO)C=C1)(=O)OCCO Di(2-hydroxyethyl) terephthalate